C1(CC1)CN1C(=CC2=CC(=CC(=C12)C=1C(=NC(=CC1)C)CC)C(=O)N1CCN(CC1)C1=NC(=C(C=C1OC)F)C)C1=CCCN(C1)C(=O)OC(C)(C)C tert-butyl 5-[1-(cyclopropylmethyl)-7-(2-ethyl-6-methyl-3-pyridyl)-5-[4-(5-fluoro-3-methoxy-6-methyl-2-pyridyl)piperazine-1-carbonyl]indol-2-yl]-3,6-dihydro-2H-pyridine-1-carboxylate